1-(5-((4-(6-(1H-imidazol-2-yl)-2-methylpyridin-3-yl)piperazin-1-yl)methyl)isothiazol-3-yl)-3-ethylurea N1C(=NC=C1)C1=CC=C(C(=N1)C)N1CCN(CC1)CC1=CC(=NS1)NC(=O)NCC